CN[C@@H](\C=C/1\C(NCC1)=O)C (R,E)-3-(2-(methylamino)propylidene)pyrrolidin-2-one